(7S)-4,7,8-trimethyl-2-(((1-(3-(trifluoromethyl)phenyl)-1H-pyrazol-4-yl)methyl)amino)-7,8-dihydropteridin-6(5H)-one CC1=NC(=NC=2N([C@H](C(NC12)=O)C)C)NCC=1C=NN(C1)C1=CC(=CC=C1)C(F)(F)F